Br.CN methylamine hydrobromide salt